5-(4-(3-((R)-3-(4-amino-3-(4-phenoxyphenyl)-1H-pyrazolo[3,4-d]pyrimidin-1-yl)-[1,4'-bipiperidin]-1'-yl)propyl)piperidin-1-yl)-2-(2,6-dioxopiperidin-3-yl)isoindoline-1,3-dione NC1=C2C(=NC=N1)N(N=C2C2=CC=C(C=C2)OC2=CC=CC=C2)[C@H]2CN(CCC2)C2CCN(CC2)CCCC2CCN(CC2)C=2C=C1C(N(C(C1=CC2)=O)C2C(NC(CC2)=O)=O)=O